4'-((2-propyl-1H-benzo[d]imidazol-1-yl)methyl)-N-((1R,2S,4R)-1,7,7-trimethylbicyclo[2.2.1]heptan-2-yl)-[1,1'-biphenyl]-2-carboxamide C(CC)C1=NC2=C(N1CC1=CC=C(C=C1)C=1C(=CC=CC1)C(=O)N[C@@H]1[C@@]3(CC[C@H](C1)C3(C)C)C)C=CC=C2